2-(2-(2-(methylsulfonyl)pyrimidin-4-yl)-4-oxo-6,7-dihydrothieno[3,2-c]pyridin-5(4H)-yl)acetic acid tert-butyl ester C(C)(C)(C)OC(CN1C(C2=C(CC1)SC(=C2)C2=NC(=NC=C2)S(=O)(=O)C)=O)=O